2-trifluoromethoxy-1,1'-biphenyl FC(OC1=C(C=CC=C1)C1=CC=CC=C1)(F)F